(dimethylaminosilyl)bis(silyl)amine CN(C)[SiH2]N([SiH3])[SiH3]